(4-(2-morpholinoethyl)-3-oxo-3,4-dihydro-2H-benzo[b][1,4]thiazin-6-yl)pyridinecarbonitrile O1CCN(CC1)CCN1C2=C(SCC1=O)C=CC(=C2)C=2C(=NC=CC2)C#N